methyl 2,2-difluorobenzo[d][1,3]dioxolane-5-carboxylate FC1(OC2=C(O1)C=CC(=C2)C(=O)OC)F